(1-Methylazetidin-3-yl)methylamine CN1CC(C1)CN